2-(o-nitrophenylamino)-3-cyano-5-methylthiophene [N+](=O)([O-])C1=C(C=CC=C1)NC=1SC(=CC1C#N)C